1,3-dimethylimidazole iodide [I-].CN1CN(C=C1)C